2-bromo-4-(difluoromethyl)-3-fluoro-pyridine BrC1=NC=CC(=C1F)C(F)F